1-(2-Methoxyphenyl)-5-methyl-N-(quinolin-2-yl)-1H-1,2,3-triazole-4-carboxamide COC1=C(C=CC=C1)N1N=NC(=C1C)C(=O)NC1=NC2=CC=CC=C2C=C1